(S)-N-(6-(3,3-dimethylbutyl)-6-azaspiro[2.5]oct-1-yl)-3,5-bis(trifluoromethyl)benzamide CC(CCN1CCC2(C[C@@H]2NC(C2=CC(=CC(=C2)C(F)(F)F)C(F)(F)F)=O)CC1)(C)C